FC1=CC=2N(C=C1)C(=CN2)C2=C1CNC(C1=C(C=C2)NC2=NC=C(C=C2)[C@@]2(COCC2)O)=O (S)-4-(7-fluoroimidazo[1,2-a]pyridin-3-yl)-7-((5-(3-hydroxytetrahydrofuran-3-yl)pyridin-2-yl)amino)isoindolin-1-one